[Na].N1N=NN=C1C=1C=C(C=CC1)C1C2=C(NC(CC1=O)=O)C1=CC=CC=C1C=C2 5-[3-(1H-tetrazol-5-yl)phenyl]-1H-naphtho[1,2-b][1,1]diazepin-2,4(3H,5H)-dione sodium salt